C1=CC2=C(C=CC(=C2C3=C(C=CC4=C3C=CC(=C4)Br)O)O)C=C1Br 6,6'-dibromo-1,1'-bi-2-naphthol